CC([C@@H](C(=O)OCC1=CC=CC=C1)N1C([C@]2(CC1)CNCC2)=O)C benzyl (S)-3-methyl-2-((R)-1-oxo-2,7-diazaspiro[4.4]nonan-2-yl)butanoate